FC1=C2C=C(NC2=C(C=C1)F)C(=O)N1C(C2C(C2C1)(C)C)C(=O)[O-] 3-(4,7-difluoro-1H-indole-2-carbonyl)-6,6-dimethyl-3-azabicyclo[3.1.0]hexane-2-carboxylate